2-fluoro-6-(trifluoromethyl)benzyl-urea FC1=C(CNC(=O)N)C(=CC=C1)C(F)(F)F